N1(CCOCC1)C=1C(=NSN1)OCCCNC(C)(C)C 1-[(4-morpholin-4-yl-1,2,5-thiadiazol-3-yl)oxy]-3-tert-butylamino-propan